2,2-bishydroxymethylpropane OCC(C)(C)CO